CN1CCC(CC1)C(=O)C1=CC=CC=N1 6-(1-methylpiperidine-4-carbonyl)pyridine